FC(OCC1(CC1)N(C(=O)C=1C=NN2C1CN(CC2)C(=O)C=2NC1=CC(=CC(=C1C2)CC)F)C)F N-{1-[(difluoromethoxy)methyl]cyclopropyl}-5-(4-ethyl-6-fluoro-1H-indole-2-carbonyl)-N-methyl-4H,5H,6H,7H-pyrazolo[1,5-a]pyrazine-3-carboxamide